tert-butyl 1-(aminooxy)cyclopropane-1-carboxylate NOC1(CC1)C(=O)OC(C)(C)C